N-((1-Aminoisoquinolin-6-yl)methyl)-4-chloro-5-((4-(piperazin-1-yl)phenoxy)methyl)thiophene-2-carboxamide NC1=NC=CC2=CC(=CC=C12)CNC(=O)C=1SC(=C(C1)Cl)COC1=CC=C(C=C1)N1CCNCC1